NC1=C(C=C(N=N1)C1=C(C=CC=C1)O)N1CC2CCC(C1)N2C2=CC(=NC=C2)C#CCCCCO 2-(6-amino-5-(8-(2-(6-hydroxyhex-1-yn-1-yl)pyridin-4-yl)-3,8-diazabicyclo[3.2.1]oct-3-yl)pyridazin-3-yl)phenol